(S)-1-((6-(5-(((4-cyclobutylpyrimidin-2-yl)oxy)methyl)-1-methyl-1H-1,2,3-triazol-4-yl)-2-methylpyridin-3-yl)methyl)-5,5-difluoropiperidine-3-carboxylic acid C1(CCC1)C1=NC(=NC=C1)OCC1=C(N=NN1C)C1=CC=C(C(=N1)C)CN1C[C@H](CC(C1)(F)F)C(=O)O